C(#N)C1(CC1)NC(C1=C(C=CC=C1)OC)=O N-(1-cyanocyclopropyl)-2-methoxybenzamide